6-(4,4-difluoropyrrolidin-3-yl)(4-(5-(trifluoromethyl)pyrimidin-2-yl)piperazin-1-yl)methanone FC1(C(CNC1)C1CN(CCN1C=O)C1=NC=C(C=N1)C(F)(F)F)F